FC1=C(C(=CC(=C1)OC1(CN(C1)CCCF)C)F)[C@H]1N([C@@H](CC2=C1NC1=CC=CC=C21)C)CC(C)(C)F (1R,3R)-1-(2,6-difluoro-4-((1-(3-fluoropropyl)-3-methylazetidin-3-yl)oxy)phenyl)-2-(2-fluoro-2-methylpropyl)-3-methyl-2,3,4,9-tetrahydro-1H-pyrido[3,4-b]indole